(±)-(3E)-4-(2,6,6-trimethyl-2-cyclohexen-1-yl)-3-buten-2-one CC=1[C@@H](C(CCC1)(C)C)/C=C/C(C)=O |r|